2-benzylmercaptopyridin-4-amine C(C1=CC=CC=C1)SC1=NC=CC(=C1)N